L-LEUCYL-L-LEUCYL-L-LEUCINE N[C@@H](CC(C)C)C(=O)N[C@@H](CC(C)C)C(=O)N[C@@H](CC(C)C)C(=O)O